4-aminophenyl sulfone NC1=CC=C(C=C1)S(=O)(=O)C1=CC=C(C=C1)N